N-(aminocarbonyl)-1,2-diaminoethane hydrochloride Cl.NC(=O)NCCN